COC(=O)C1=CN(C(C(=C1)C(NC)=O)=O)CC1=C(C=CC(=C1)C)F 1-(2-fluoro-5-methylbenzyl)-5-(methylcarbamoyl)-6-oxo-1,6-dihydropyridine-3-Carboxylic acid methyl ester